5-fluoro-8-(4-fluorophenyl)-9-(1-cyclopentyl-2,4-imidazolindione-3-yl)-8,9-dihydro-2H-pyrido[4,3,2-de]phthalazin-3(7H)-one FC=1C=C2C=3C(=NNC(C3C1)=O)C(C(N2)C2=CC=C(C=C2)F)N2C(N(CC2=O)C2CCCC2)=O